I(=O)[O-].[Ca+2].I(=O)[O-] Calcium iodite